N-(3-(1-methyl-1H-indol-7-yl)-1H-pyrazol-5-yl)-4-((1-methylpiperidin-4-yl)amino)benzamide CN1C=CC2=CC=CC(=C12)C1=NNC(=C1)NC(C1=CC=C(C=C1)NC1CCN(CC1)C)=O